((methylsulfonyl)oxy)-2-azaspiro[3.3]heptane-2-carboxylate CS(=O)(=O)OC1N(CC12CCC2)C(=O)[O-]